(Z)-N-Methyl-1-(((5-(4,4,4-trifluoro-1-(3-fluoro-1-(tetrahydro-2H-pyran-2-yl)-1H-indazol-5-yl)-2-phenylbut-1-en-1-yl)pyridin-2-yl)oxy)methyl)cyclopropan-1-amine CNC1(CC1)COC1=NC=C(C=C1)\C(=C(\CC(F)(F)F)/C1=CC=CC=C1)\C=1C=C2C(=NN(C2=CC1)C1OCCCC1)F